C1(CC1)C1=NN(C=C1C=1N=CC(=C2C1N(N=C2)C)F)[C@@H]2C[C@H](C2)CNC=2C=C1C(N(C(C1=CC2)=O)C2C(NC(CC2)=O)=O)=O 5-(((trans-3-(3-cyclopropyl-4-(4-fluoro-1-methyl-1H-pyrazolo[3,4-c]pyridin-7-yl)-1H-pyrazol-1-yl)cyclobutyl)methyl)amino)-2-(2,6-dioxopiperidin-3-yl)isoindoline-1,3-dione